1-(7Z,10Z,13Z,16Z-docosatetraenoyl)-2-pentadecanoyl-glycero-3-phosphocholine CCCCCCCCCCCCCCC(=O)O[C@H](COC(=O)CCCCC/C=C\C/C=C\C/C=C\C/C=C\CCCCC)COP(=O)([O-])OCC[N+](C)(C)C